FC(OC1=C(C=C(C=N1)C(=O)NCC=1C=NC=CC1C)F)F 6-(difluoromethoxy)-5-fluoro-N-[(4-methylpyridin-3-yl)methyl]pyridine-3-carboxamide